(R)-3-(3,3-Difluorocyclobutyl)-N-((R)-2-(Difluoromethoxy)-1-(3-(trifluoromethoxy)phenyl)ethyl)-3-hydroxypropanamid FC1(CC(C1)[C@@H](CC(=O)N[C@@H](COC(F)F)C1=CC(=CC=C1)OC(F)(F)F)O)F